COCCOCCOCCOC=C(C)C1=CC(=CC=C1)C(=COCCOCCOCCOC)C 1,3-bis(2,5,8,11-tetraoxatetradec-12-en-13-yl)benzene